C(C(=C)C)(=O)OCCNC(=O)NCCNC(CCCCC1SCC2NC(NC21)=O)=O 2-(3-(2-(5-(2-Oxohexahydro-1H-thieno[3,4-d]imidazol-4-yl)pentanamido)ethyl)ureido)ethyl methacrylate